O=C1NC(CCC1N1C(C2=CC=CC(=C2C1=O)NCCOCCOCCC(=O)NC=1C=C(C(=O)N)C=CC1)=O)=O 3-[(1-{[2-(2,6-dioxo-hexahydropyridin-3-yl)-1,3-dioxo-2,3-dihydro-1H-isoindol-4-yl]amino}-9-oxo-3,6-dioxanon-9-yl)amino]benzamide